1-(3,4-dichlorophenyl)ethan-1-one ClC=1C=C(C=CC1Cl)C(C)=O